S(=O)(=O)(C1=CC=C(C)C=C1)N1CCC(CC1)O N-Tosyl-4-piperidinol